CS(=O)(=O)OCC1(C2CC3CC(CC1C3)C2)COS(=O)(=O)C ((1r,3r,5r,7r)-adamantane-2,2-diyl)bis(methylene) dimethanesulfonate